C(CCC)[SiH](C)C Butyldimethylsilane